5-(3-(3-methyl-2-oxooctahydro-1H-benzo[d]imidazol-1-yl)piperidin-1-yl)pyrazine-2-carboxamide CN1C(N(C2C1CCCC2)C2CN(CCC2)C=2N=CC(=NC2)C(=O)N)=O